COC1=C(C=CC=C1C=1C=NN(C1)C1CN(C1)CC1=NC(=CC=C1)C(=O)N1CCCC1)C1=C2C=C(N=CC2=C(N=C1)NC)NC(=O)C1CC1 N-(5-(2-Methoxy-3-(1-(1-((6-(pyrrolidine-1-carbonyl)pyridin-2-yl)methyl)azetidin-3-yl)-1H-pyrazol-4-yl)phenyl)-8-(methylamino)-2,7-naphthyridin-3-yl)cyclopropane-carboxamide